C(C)(C)(C)OC(=O)N1CCC2(CC=C(CO2)C2=C(C3=C(N=CN=C3N)N2C)C2=CC=C(C=C2)F)CC1 3-(4-amino-5-(4-fluorophenyl)-7-methyl-7H-pyrrolo[2,3-d]pyrimidin-6-yl)-1-oxa-9-azaspiro[5.5]undec-3-ene-9-carboxylic acid tert-butyl ester